7-methoxy-5-methyl-3-(pyrimidin-2-ylmethyl)-3,5-dihydro-4H-pyridazino[4,5-b]indol-4-one COC=1C=CC=2C3=C(N(C2C1)C)C(N(N=C3)CC3=NC=CC=N3)=O